6-bromo-N-(2-(4-(3,4-difluorobenzyl)piperidin-1-yl)ethyl)-2-naphthamide BrC=1C=C2C=CC(=CC2=CC1)C(=O)NCCN1CCC(CC1)CC1=CC(=C(C=C1)F)F